C(=O)C=1C=CC(=C(C1)CN(CC(=O)N)C)OC 2-([(5-FORMYL-2-METHOXYPHENYL)METHYL](METHYL)AMINO)ACETAMIDE